N=1C=CN2C1C=CC(=C2)C(C)N 1-imidazo[1,2-a]pyridin-6-ylethanamine